((S)-tetrahydrofuran-2-yl-methyl)-9H-purine O1[C@@H](CCC1)CC1=NC=C2N=CNC2=N1